N1CC(=CC=C1)C(=O)N 1H-pyridine-3-carboxamide